C[C@@H]1N([C@@H](CCC1)C)CCN 2-(cis-2,6-dimethylpiperidin-1-yl)ethanamine